CC(=C)CC(CCC(CC(C)C)(O)C)(O)C trans-2,4,7,9-tetramethyldecen-4,7-diol